2-Ethoxy-l-N,N-dimethyl-ethyl-amine N-oxide C(C)OCC[N+](C)(C)[O-]